2-(12-Isopropyl-9-oxo-3-thia-1,10,11-triazatricyclo[6.4.0.02,6]dodeca-2(6),4,7,11-tetraen-10-yl)-N-[rac-(3R)-1-(2,2-dimethylcyclobutyl)-3-piperidinyl]acetamide C(C)(C)C1=NN(C(C2=CC=3C=CSC3N12)=O)CC(=O)N[C@H]1CN(CCC1)C1C(CC1)(C)C |r|